2-(tert-butyl)-7-(3-iodopyrazolo[1,5-a]pyrimidin-5-yl)-5,6,7,8-tetrahydro-2,7-naphthyridin-1(2H)-one C(C)(C)(C)N1C(C=2CN(CCC2C=C1)C1=NC=2N(C=C1)N=CC2I)=O